6-methoxy-1,2-dimethyl-5-(3-(pyrrolidin-1-yl)propoxy)-1H-benzo[d]imidazole COC=1C(=CC2=C(N(C(=N2)C)C)C1)OCCCN1CCCC1